C(CCC)(=O)C(CCC[C@H](N)C(=O)O)N 6-butyryl-L-lysine